CC=1N=C2N(N=C(C=C2C)C2=NC=3C=CN(C(C3C=C2)=O)C2CCNCC2)C1 2-(2,8-dimethylimidazo[1,2-b]pyridazin-6-yl)-6-(4-piperidyl)-1,6-naphthyridin-5-one